BrC=1C=C(C=C(C1)Cl)N1CCN(CC1)C 1-(3-bromo-5-chlorophenyl)-4-methylpiperazine